FC(C=1C=NC(=NC1)N1CC2CCC(C1)N2C(=O)OC(C)(C)C)F tert-butyl 3-(5-(difluoromethyl)pyrimidin-2-yl)-3,8-diazabicyclo[3.2.1]octane-8-carboxylate